C1=CC=C(C=C1)C2=C3C=CC(=C(C4=NC(=C(C5=CC=C(N5)C(=C6C=CC2=N6)C7=CC=CC=C7)C8=CC=C(C=C8)N)C=C4)C9=CC=CC=C9)N3 5-(4-aminophenyl)-10,15,20-(triphenyl)porphyrin